FC(C(C(C(F)(F)F)(F)F)(F)F)(S(=O)(=O)[O-])F.[K+] potassium perfluorobutanesulfonate salt